[Na].OC=1C=CC=C(C1)S(=O)(=O)O 5-hydroxybenzenesulfonic acid sodium